5-benzyl-1,3-dimethylbarbituric acid C(C1=CC=CC=C1)C1C(N(C(N(C1=O)C)=O)C)=O